C(C1=CC=C(NCC2=CN=C3N=C(N)NC(=O)C3=N2)C=C1)(=O)N=[N+]=[N-] pteroyl azide